2-(3-fluoro-4-methoxybenzamido)benzo[d]thiazole-5-carboxylic acid FC=1C=C(C(=O)NC=2SC3=C(N2)C=C(C=C3)C(=O)O)C=CC1OC